4-amino-1-(4-(pyrrolidin-1-ylmethyl)benzyl)-1H-imidazo[4,5-c]quinolin-2(3H)-one NC1=NC=2C=CC=CC2C2=C1NC(N2CC2=CC=C(C=C2)CN2CCCC2)=O